6-(3-methoxypropyl)pyrazolo[1,5-a]pyridine COCCCC=1C=CC=2N(C1)N=CC2